2-(4-fluoropiperidin-4-yl)-5-((1S,5R)-3-(8-(trifluoromethoxy)quinoline-5-yl)-5-(trifluoromethyl)-3-azabicyclo[3.1.0]hexane-1-yl)-1,3,4-oxadiazole FC1(CCNCC1)C=1OC(=NN1)[C@@]12CN(C[C@]2(C1)C(F)(F)F)C1=C2C=CC=NC2=C(C=C1)OC(F)(F)F